(6,7-dichloro-1,3,4,5-tetrahydro-2H-pyrido[4,3-b]indol-2-yl)(1H-1,2,4-triazol-3-yl)methanone ClC1=C(C=CC=2C3=C(NC12)CCN(C3)C(=O)C3=NNC=N3)Cl